ClC=1C=C(C=CC1Cl)NC1=C(N=C2N1C=C(N=C2)C=2C=NN(C2)C)C=2C=CC=1N(C2)C(=NN1)C N-(3,4-dichlorophenyl)-6-(1-methyl-1H-pyrazol-4-yl)-2-(3-methyl-[1,2,4]triazolo[4,3-a]pyridin-6-yl)imidazo[1,2-a]pyrazin-3-amine